C(CCC#CC#CCCC(=O)[O-])(=O)[O-] decane-4,6-diyne-1,10-dioate